CC1=CN(C2=CN=CC=C21)C(C(=O)[O-])C (3-methylpyrrolo[2,3-c]pyridin-1-yl)propanoate